γ-isocyanatopropyltrimethoxysilane N(=C=O)CCC[Si](OC)(OC)OC